C(C1=CC=CC=C1)NC(OC1=CC(=CC=C1)C=1C=NC=C(C1)C1=NC=NN1)=O 3-(5-(1H-1,2,4-triazol-5-yl)pyridin-3-yl)phenyl benzylcarbamate